1-({[{2-chloro-5-[2'-methyl-5'-(pentafluoroethyl)-4'-(trifluoromethyl)-2'H-[1,3'-bipyrazole]-4-yl]Benzoyl}(1-cyanocyclopropyl)amino]Methoxy}carbonyl)cyclopropane-1-carboxylic acid ClC1=C(C(=O)N(C2(CC2)C#N)COC(=O)C2(CC2)C(=O)O)C=C(C=C1)C=1C=NN(C1)C=1N(N=C(C1C(F)(F)F)C(C(F)(F)F)(F)F)C